C(#N)C=1C=CC2=C(CCC3N(C2=O)CC(CC3)C3=NC(=NO3)C=3NC=C(C3)Cl)C1 9-cyano-3-[3-(4-chloro-1H-pyrrol-2-yl)-1,2,4-oxadiazol-5-yl]-1,3,4,11,12,12a-hexahydropyrido[1,2-b][2]benzazepin-6(2H)-one